N-(7-chloro-4-(methylamino)-2-oxo-1-(pyridin-3-yl)-1,2-dihydro-quinolin-3-yl)-2-methyl-2H-indazole-5-carboxamide ClC1=CC=C2C(=C(C(N(C2=C1)C=1C=NC=CC1)=O)NC(=O)C1=CC2=CN(N=C2C=C1)C)NC